C(C)(C)C1=C(NC2=CC=C(C=C12)C(C(=O)N(C1CNCCC1)C)(C)C)C1=CC(=NC=C1)C 2-(3-isopropyl-2-(2-methylpyridin-4-yl)-1H-indol-5-yl)-N,2-dimethyl-N-(piperidin-3-yl)propionamide